4-((6-amino-8-bromo-2-butoxy-9H-purin-9-yl)methyl)benzoic acid NC1=C2N=C(N(C2=NC(=N1)OCCCC)CC1=CC=C(C(=O)O)C=C1)Br